2-(4-oxoquinazolin-3(4H)-yl)-N'-(2,4-dichlorophenyl)acethydrazide O=C1N(C=NC2=CC=CC=C12)CC(=O)NNC1=C(C=C(C=C1)Cl)Cl